2-methyldecanoic acid CC(C(=O)O)CCCCCCCC